CC1OC(CN(C1)C1=C(C=C(C(=N1)C)C1(CC2(C1)CC(C2)N)N)C)C 2-(6-(2,6-dimethylmorpholino)-2,5-dimethylpyridin-3-yl)spiro[3.3]heptane-2,6-diamine